1-(3-methoxyphenyl)-2-(phenylsulfonyl)-2-(phenylthio)ethan-1-one COC=1C=C(C=CC1)C(C(SC1=CC=CC=C1)S(=O)(=O)C1=CC=CC=C1)=O